2-(5-Methyl-1,2-oxazol-3-yl)ethan-1-amine CC1=CC(=NO1)CCN